FC(S(=O)(=O)OC1=CC(=CC2=CC=CC(=C12)C#C[Si](C(C)C)(C(C)C)C(C)C)OCOC)(F)F 3-(methoxymethoxy)-8-((triisopropylsilyl)ethynyl)naphthalen-1-yl trifluoromethanesulfonate